BrCC(=O)C1N(C[C@]2(C[C@@H]12)C1=C(C=CC(=C1)Cl)F)C(=O)OC(C)(C)C tert-butyl (1S,5R)-4-(2-bromoacetyl)-1-(5-chloro-2-fluorophenyl)-3-azabicyclo[3.1.0]hexane-3-carboxylate